ClC=1C=C(CN2C=NC3=C2C=C(C=C3)C3=NNC(=C3)NC(C3=CC=C(C=C3)NC3CCN(CC3)C)=O)C=CC1 N-(3-(1-(3-chlorobenzyl)-1H-benzo[d]imidazol-6-yl)-1H-pyrazol-5-yl)-4-((1-methylpiperidin-4-yl)amino)benzamide